5-(2-cyclopropyl-4-methoxy-3-pyridyl)-3-[[4-[1-methyl-4-(trifluoromethyl)imidazol-2-yl]phenyl]methyl]-1H-pyrazolo[4,3-d]pyrimidine C1(CC1)C1=NC=CC(=C1C=1N=CC2=C(N1)C(=NN2)CC2=CC=C(C=C2)C=2N(C=C(N2)C(F)(F)F)C)OC